(2-trimethylsilylethoxymethyl)pyrazol-4-amine C[Si](CCOCC1=NNC=C1N)(C)C